methyl 2-((diethoxyphosphoryl) methyl)-1-(thiazol-5-ylmethyl)-1H-benzo[d]imidazole-6-carboxylate C(C)OP(=O)(OCC)CC1=NC2=C(N1CC1=CN=CS1)C=C(C=C2)C(=O)OC